N1C[C@@H](CCC1)NC1=CC=CC(=N1)C1=CN=C2N1C=C(N=C2)N2S(CCC2)(=O)=O (R)-2-(3-(6-(piperidin-3-ylamino)pyridin-2-yl)imidazo[1,2-a]pyrazin-6-yl)isothiazolidine 1,1-dioxide